tert-butyl (2-{[4-(3-bromo-1H-pyrrolo[3,2-b]pyridin-2-yl)pyridin-3-yl]oxy}ethyl)ethylcarbamate BrC1=C(NC=2C1=NC=CC2)C2=C(C=NC=C2)OCCN(C(OC(C)(C)C)=O)CC